COC1=CC=C(C=C1)S(=O)[O-].[Na+] sodium 4-methoxybenzenesulfinate